(2S,11aR)-6-(((R)-1,1-difluoropropan-2-yl)oxy)-8-methyl-2-((2-oxo-1,2,3,4-tetrahydro-1,6-naphthyridin-7-yl)oxy)-2,3,11,11a-tetrahydro-1H,5H-benzo[f]pyrrolo[2,1-c][1,4]oxazepin-5-one FC([C@@H](C)OC1=CC(=CC2=C1C(N1[C@@H](CO2)C[C@@H](C1)OC1=NC=C2CCC(NC2=C1)=O)=O)C)F